N-(1-((3-(hydroxymethyl)oxetan-3-yl)methyl)-3-(pyridin-2-yl)-1H-pyrazol-4-yl)-2-(1H-pyrazol-4-yl)thiazole-4-carboxamide Formic Acid Salt C(=O)O.OCC1(COC1)CN1N=C(C(=C1)NC(=O)C=1N=C(SC1)C=1C=NNC1)C1=NC=CC=C1